CN1N=CC(=C1)C1=CC=2C(=NC=C(C2)C(=O)NC=2C(=NC=C(C2)NC(CN2C[C@H](CCC2)C)=O)C)N1COCC[Si](C)(C)C (S)-2-(1-methyl-1H-pyrazol-4-yl)-N-(2-methyl-5-(2-(3-methylpiperidin-1-yl)acetamido)pyridin-3-yl)-1-((2-(trimethylsilyl)ethoxy)methyl)-1H-pyrrolo[2,3-b]pyridine-5-carboxamide